BrC1=CC=C(C=C1)S(=O)(=O)[C@@H]1[C@@](CN(C1)S(=O)(=O)C1=C(C=C(C#N)C=C1)Cl)(CO)O 4-(((3R,4S)-4-((4-bromophenyl)sulfonyl)-3-hydroxy-3-(hydroxymethyl)pyrrolidine-1-Yl)sulfonyl)-3-chlorobenzonitrile